FC=1C=C(C=CC1)N1C(=NC(=C1)C1=CC=CC=C1)SCC1=CC=C(C=C1)C(F)(F)F (3-Fluorophenyl)-4-phenyl-2-((4-(trifluoromethyl)benzyl)thio)-1H-imidazole